CC1=NC(=NN1C1=CC=C(C=C1)CC1=CC=C(C=C1)C1=CC=C(C=C1)CN1CC2N(CC1)CCCC2)C(=O)N 5-methyl-1-(4-((4'-((octahydro-2H-pyrido[1,2-a]pyrazin-2-yl)methyl)-[1,1'-biphenyl]-4-yl)methyl)phenyl)-1H-1,2,4-triazole-3-carboxamide